C1=CC=C(C=C1)C=1C=CC=CC1 4,5'-biphenyl